FC1(CCC(CC1)[C@H](NC(=O)C1=CC=NN1C)C1=NC2=C(N1)C=CC(=C2)[C@H](CC)NC(CCC(F)(F)F)=O)F |o1:26| N-((S)-(4,4-Difluorocyclohexyl)(5-((S*)-1-(4,4,4-trifluorobutanamido)propyl)-1H-benzo[d]imidazol-2-yl)methyl)-1-methyl-1H-pyrazole-5-carboxamide